BrC1=CC(=CC=2C(=NSC21)C(C)C)C(F)(F)F 7-bromo-3-isopropyl-5-(trifluoromethyl)-1,2-benzothiazole